(R)-1-((1R,5S,6s)-3-azabicyclo[3.1.0]hexan-6-yl)-3-hydroxypyrrolidin-2-one hydrogen chloride Cl.[C@@H]12CNC[C@H]2C1N1C([C@@H](CC1)O)=O